ClCC\C=C\CCCCCCCCC(OC)OC (3E)-1-chloro-13,13-dimethoxy-3-tridecene